N-[3-chloro-4-(piperazine-1-carbonyl)phenyl]-5-[2,3-difluoro-4-[1-[2-[(6-fluoropyridazin-3-yl)amino]-2-oxo-ethyl]-3-methyl-pyrazol-4-yl]phenyl]-1-methyl-imidazole-2-carboxamide ClC=1C=C(C=CC1C(=O)N1CCNCC1)NC(=O)C=1N(C(=CN1)C1=C(C(=C(C=C1)C=1C(=NN(C1)CC(=O)NC=1N=NC(=CC1)F)C)F)F)C